11H-indeno[1,2-b]quinolin-11-one C1=C2C(C=3C(=NC=4C=CC=CC4C3)C2=CC=C1)=O